2-(8-((2s,5r)-2,5-diethyl-4-(3-methoxy-1-(2-methylbenzo[d]thiazol-6-yl)propyl)piperazin-1-yl)-5-methyl-6-oxo-5,6-dihydroimidazo[1,2-b]pyridazin-2-yl)acetonitrile C(C)[C@@H]1N(C[C@H](N(C1)C(CCOC)C1=CC2=C(N=C(S2)C)C=C1)CC)C=1C=2N(N(C(C1)=O)C)C=C(N2)CC#N